4-(5-(2-Chloro-5-(isobutyrylaminomethyl)benzoylamino)-1-methyl-1H-indole-2-carboxamido)benzoic acid ClC1=C(C(=O)NC=2C=C3C=C(N(C3=CC2)C)C(=O)NC2=CC=C(C(=O)O)C=C2)C=C(C=C1)CNC(C(C)C)=O